4-(4-((6-carbamoyl-3-(piperidin-1-yl)-1,2,4-triazin-5-yl)amino)phenyl)piperidin-1-carboxylic acid C(N)(=O)C1=C(N=C(N=N1)N1CCCCC1)NC1=CC=C(C=C1)C1CCN(CC1)C(=O)O